FC1=C(C=CC(=C1)F)S(=O)(=O)NC=1C(=NC=C(C1)C=1C=C2C(=NC=NC2=CC1)N1CCN(CC1)C(\C=C\C(C)=O)=O)OCC(F)(F)F (E)-2,4-difluoro-N-(5-(4-(4-(4-oxopent-2-enoyl)piperazin-1-yl)quinazolin-6-yl)-2-(2,2,2-trifluoroethoxy)pyridin-3-yl)benzene-sulfonamide